(R,Z)-dodec-5-ene-1,3-diol C(C[C@@H](C\C=C/CCCCCC)O)O